N1=C(C=CC=C1)C(=O)[O-].FC(C=1C=CC(=NC1)C1=CC=C(C=C1)C(F)(F)F)(F)F.FC(C=1C=CC(=NC1)C1=CC=C(C=C1)C(F)(F)F)(F)F.[Ir+3].N1=C(C=CC=C1)C(=O)[O-].N1=C(C=CC=C1)C(=O)[O-] Iridium bis[5-(trifluoromethyl)-2-(4-(trifluoromethyl)phenyl)pyridine] picolinate